(3Z)-6-iodo-3-hexenyloxymethyl ether ICC\C=C/CCOCOCOCC\C=C/CCI